methyl 6-chloropyrido[2,3-e]pyrrolo[1,2-a]pyrazine-3-carboxylate ClC=1C=2N(C3=C(N1)N=C(C=C3)C(=O)OC)C=CC2